SC(C)S(=O)(=O)[O-].C(C)[NH+](CC)CC triethylammonium mercaptoethanesulfonate